NC=1C=C(CN2CC=3C=C(C=4C(=CNC4C3NS2(=O)=O)Cl)Cl)C=CC1 3-(3-aminobenzyl)-6,7-dichloro-1,3,4,9-tetrahydro-[1,2,6]thiadiazino[4,3-g]indole 2,2-dioxide